phenylaminomethyltriethoxysilane C1(=CC=CC=C1)NC[Si](OCC)(OCC)OCC